chloro-5-hydroxy-2-(5-(2-hydroxyethyl)-4H-1,2,4-triazol-3-yl)-3-(1H-imidazol-1-yl)-1-methyl-1H-indole-7-carbonitrile ClC1=C2C(=C(N(C2=C(C=C1O)C#N)C)C1=NN=C(N1)CCO)N1C=NC=C1